O[C@@H](CC(=O)O)CCCCCCCCCCC (R)-3-hydroxytetradecanoic acid